Fmoc-L-glutamic acid 1-tert-butyl ester C(C)(C)(C)OC([C@@H](NC(=O)OCC1C2=CC=CC=C2C2=CC=CC=C12)CCC(=O)O)=O